6-(2,6-dichlorophenyl)-2-[(2'-methyl-2',3'-dihydro-1'H-spiro[cyclopropane-1,4'-isoquinolin]-7'-yl)amino]imidazo[1,2-a]pyrimido[5,4-e]pyrimidin-5(6H)-one ClC1=C(C(=CC=C1)Cl)N1C=2N(C3=C(C1=O)C=NC(=N3)NC3=CC=C1C4(CN(CC1=C3)C)CC4)C=CN2